1-(5-fluoro-1-(piperidin-4-yl)-1H-indazol-4-yl)dihydropyrimidine-2,4(1H,3H)-dione FC=1C(=C2C=NN(C2=CC1)C1CCNCC1)N1C(NC(CC1)=O)=O